C(C)(C)(C)OC(=O)N1[C@@H](CN([C@H](C1)C)C=1C=2C(N(C(C1)=O)C)=CNN2)C (2R,5S)-2,5-dimethyl-4-(4-methyl-5-oxo-4,5-dihydro-2H-pyrazolo[4,3-b]pyridin-7-yl)piperazine-1-carboxylic acid tert-butyl ester